COC1CCC(CC1)NC(=O)C1=NC(=CN=C1)C=1OC=NN1 N-((1r,4r)-4-methoxycyclohexyl)-6-(1,3,4-oxadiazol-2-yl)pyrazine-2-carboxamide